C(CCCC)NC(=N)N=N N-pentyl-iminoguanidine